FC1=C(C(=CC=C1)F)[C@@H](C)OC=1C(=NC=C(C1)B1OC(C(O1)(C)C)(C)C)N 3-[(1R)-1-(2,6-difluorophenyl)ethoxy]-5-(4,4,5,5-tetramethyl-1,3,2-dioxaborolan-2-yl)pyridin-2-amine